methyl (E)-2-(2-(benzo[d]thiazol-2-yl)hydrazineylidene)-2,3-dihydro-1H-indene-1-carboxylate S1C(=NC2=C1C=CC=C2)N\N=C/2\C(C1=CC=CC=C1C2)C(=O)OC